COC1=CC=C(C=N1)[C@H](CC(=O)OCC)N1C(C(C1)C1=CC=C(C=C1)B1OC(C(O1)(C)C)(C)C)=O Ethyl (3S)-3-(6-methoxypyridin-3-yl)-3-(2-oxo-3-(4-(4,4,5,5-tetramethyl-1,3,2-dioxaborolan-2-yl)phenyl)azetidin-1-yl)propanoate